3-acetamido-5-(2-hydroxy-3-methoxyphenyl)pentanoic acid C(C)(=O)NC(CC(=O)O)CCC1=C(C(=CC=C1)OC)O